(R)-2-((1-(2-cyano-3-(4-(2,2-difluoro-ethyl)piperazin-1-yl)-7-methylquinoxalin-5-yl)ethyl)amino)benzoic acid C(#N)C1=NC2=CC(=CC(=C2N=C1N1CCN(CC1)CC(F)F)[C@@H](C)NC1=C(C(=O)O)C=CC=C1)C